O[C@@H](CNC(=O)N1CC=2C=NC(=CC2C1)OCC(F)(F)F)C(C)(C)C (R)-N-(2-Hydroxy-3,3-dimethylbutyl)-6-(2,2,2-trifluoroethoxy)-1,3-dihydro-2H-pyrrolo[3,4-c]pyridine-2-carboxamide